NC1=C(C=CC=C1)C1=C(C=CC=C1)[Pd]OS(=O)(=O)C [2-(2-aminophenyl)-phenyl]-methylsulfonyloxy-palladium